5-Methyl-N4-(1-(1,1-dimethylethylsulfonyl)-1,2,3,4-tetrahydroquinolin-7-yl)-N2-[4-(4-methylpiperazin-1-yl)-3-fluorophenyl]pyrimidine-2,4-diamine CC=1C(=NC(=NC1)NC1=CC(=C(C=C1)N1CCN(CC1)C)F)NC1=CC=C2CCCN(C2=C1)S(=O)(=O)C(C)(C)C